O1CC(OC2=NC=CC=C21)C2=CC=C(C=C2)CN 1-[4-(2,3-dihydro[1,4]dioxino[2,3-b]pyridin-3-yl)phenyl]methanamine